1,2-dihydroxy-3-mercaptopropane OCC(CS)O